COC([C@H](CC(=O)O)C)=O (S)-2-methyl-Butanedioic acid-1-methyl ester